(1R*,2S*)-2-(Toluene-4-sulfonyl)-cyclopentanecarboxylic acid benzothiazol-5-ylmethyl-(4,4-difluoro-cyclohexyl)-amide S1C=NC2=C1C=CC(=C2)CN(C(=O)[C@@H]2[C@H](CCC2)S(=O)(=O)C2=CC=C(C)C=C2)C2CCC(CC2)(F)F |o1:13,14|